2-(oxazol-5-yl)thiazole-4-carboxylic acid ethyl ester C(C)OC(=O)C=1N=C(SC1)C1=CN=CO1